(R)-3-((3-(ethoxymethyl)-3-(4-fluorophenethyl)pyrrolidin-1-yl)methyl)picolinamide C(C)OC[C@]1(CN(CC1)CC=1C(=NC=CC1)C(=O)N)CCC1=CC=C(C=C1)F